[3-[1-(2,6-dioxo-3-piperidyl)-3-methyl-2-oxo-benzimidazol-4-yl]prop-2-ynyl]-N-methyl-carbamate O=C1NC(CCC1N1C(N(C2=C1C=CC=C2C#CCOC(NC)=O)C)=O)=O